2-(4-chloro-2-fluoro-5-(2-oxo-2-(p-bromophenyl)ethoxy)phenyl)-4,5,6,7-tetrahydro-1H-isoindole-1,3(2H)-dione ClC1=CC(=C(C=C1OCC(C1=CC=C(C=C1)Br)=O)N1C(C=2CCCCC2C1=O)=O)F